C(C1=CC=CC=C1)OC1=CC=2C=3C(=C4C(=C(C3NC2C=C1)C)C=CN=C4)C 9-benzyloxy-5,11-dimethyl-6H-pyrido[4,3-b]carbazole